C(C)OC(C1=CN=C(C(=C1N1C[C@@](CC1)(C)NC(=O)OC(C)(C)C)C1=CC(=CC(=C1)F)F)C#N)=O (S)-4-(3-((tert-Butoxycarbonyl)amino)-3-methylpyrrolidin-1-yl)-6-cyano-5-(3,5-difluorophenyl)nicotinic acid ethyl ester